OC(CN(CCCNC(CCCCCCCCCCCCCCC)=O)CCCOCCCC)CO N-[3-[(2,3-dihydroxypropyl)(3-butyloxypropyl)amino]propyl]palmitamide